[N+](=[N-])=CC(CC[C@@H](C(=O)OC(C)C)NC([C@H](C=1SC=CN1)OC)=O)=O isopropyl (S)-6-diazo-2-((R)-2-methoxy-2-(thiazol-2-yl)acetamido)-5-oxohexanoate